4'-((1E,1'E)-(2,5-dimethoxy-1,4-phenylene)bis(ethane-2,1-diyl))dipyridine COC1=C(C=C(C(=C1)CCC1=NC=CC=C1)OC)CCC1=NC=CC=C1